1-(9-(5-(4,4,5,5-tetramethyl-1,3,2-dioxaborolan-2-yl)pyridin-2-yl)-3,9-diazaspiro[5.5]undecan-3-yl)ethan-1-one CC1(OB(OC1(C)C)C=1C=CC(=NC1)N1CCC2(CCN(CC2)C(C)=O)CC1)C